4-(((4-nitro-1-((2-(trimethylsilyl)ethoxy)methyl)-1H-pyrazol-3-yl)oxy)methyl)tetrahydrofuran-3-ol [N+](=O)([O-])C=1C(=NN(C1)COCC[Si](C)(C)C)OCC1C(COC1)O